BrC=1C=CC=C2C=C(NC12)C(F)(F)F 7-bromo-2-(trifluoromethyl)indole